1-(trans-8-cyano-1-oxa-2-azaspiro[4.5]dec-2-en-3-yl)-methane C(#N)C1CCC2(CC(=NO2)C)CC1